O=C[C@H](O)[C@@H](O)[C@@H](O)[C@H](O)CO |r| DL-galactose